N,N-dimethyl-2-aminoethyl methacrylate C(C(=C)C)(=O)OCCN(C)C